1-(1-(2,4-difluorophenyl)ethyl)-1H-pyrazol-4-amine FC1=C(C=CC(=C1)F)C(C)N1N=CC(=C1)N